5,6-dichloroisobenzofuran-1,3-dione ClC=1C=C2C(OC(C2=CC1Cl)=O)=O